C1=CC=CC=2C3=CC=CC=C3N(C12)C=1C2=C(N=CN1)C1=C(O2)C=CC(=C1)N1C2=CC=CC=C2C=2C=CC=CC12 4,8-bis(9H-carbazol-9-yl)-[1]benzofuro[3,2-d]pyrimidine